Succinimidyl-Maleimide Benzoate C(C1=CC=CC=C1)(=O)O.C1(CCC(N1C=1C(=O)NC(C1)=O)=O)=O